COC1=C(CN(S(=O)(=O)C2=C(C=CC(=C2)C(COC)(C)C)OC)CC2=C(C=C(C=C2)OC)OC)C=CC(=C1)OC N,N-bis(2,4-dimethoxybenzyl)-2-methoxy-5-(1-methoxy-2-methylpropan-2-yl)benzenesulfonamide